N-Benzyl-1-(2-oxabicyclo[2.1.1]hexan-1-yl)methane-d2-amine C(C1=CC=CC=C1)NC(C12OCC(C1)C2)([2H])[2H]